CO[As]([O-])[O-] Methylarsenite